FC(OC=1C=CC(=NC1OCC)[C@@H](CS(=O)(=O)C)N1C(NC=2C1=NC=C(C2C)C2=CC=C(C=C2)F)=O)F (S)-3-(1-(5-(difluoromethoxy)-6-ethoxypyridin-2-yl)-2-(methylsulfonyl)ethyl)-6-(4-fluorophenyl)-7-methyl-1H-imidazo[4,5-b]pyridin-2(3H)-one